methyl 2-(1,1-dioxidoisothiazolidin-2-yl)-5-methylisonicotinate O=S1(N(CCC1)C=1C=C(C(=O)OC)C(=CN1)C)=O